(3-(trifluoromethyl)bicyclo[1.1.1]pentan-1-yl)zinc (II) iodide [I-].FC(C12CC(C1)(C2)[Zn+])(F)F